Benzyl-benzyl-ammonium chloride [Cl-].C(C1=CC=CC=C1)[NH2+]CC1=CC=CC=C1